tert-butyl (S)-3-((R)-2-(8-bromo-5-carbonyl-2,3-dihydrobenzo[f][1,4]oxazepin-4(5H)-yl)-1-((tert-butyl dimethylsilyl)oxy)ethyl)-3,4-dihydroisoquinoline-2(1H)-carboxylate BrC1=CC2=C(C(N(CCO2)C[C@@H](O[Si](C)(C)C(C)(C)C)[C@H]2N(CC3=CC=CC=C3C2)C(=O)OC(C)(C)C)=C=O)C=C1